8-bromo-2,4-dichloro-5-methyl-quinoline BrC=1C=CC(=C2C(=CC(=NC12)Cl)Cl)C